1-(4-((2,4-dihydroxyphenyl) diazenyl) phenoxy)-3-ethoxypropan-2-yl methacrylate C(C(=C)C)(=O)OC(COC1=CC=C(C=C1)N=NC1=C(C=C(C=C1)O)O)COCC